isobutyl 3-(1-((1-(2-((4-(tert-butyl)phenyl)sulfonamido)ethyl)piperidin-4-yl)methyl)-1H-1,2,3-triazol-4-yl)-5-fluoro-1H-indole-2-carboxylate C(C)(C)(C)C1=CC=C(C=C1)S(=O)(=O)NCCN1CCC(CC1)CN1N=NC(=C1)C1=C(NC2=CC=C(C=C12)F)C(=O)OCC(C)C